2,6-di-methyl-octane CC(C)CCCC(CC)C